C(C)(C)(C)OC(=O)N1CCC(CC1)C#CCOC1=C(C(=CC(=C1)C(=O)OC)[N+](=O)[O-])Cl 4-(3-(2-chloro-5-(methoxycarbonyl)-3-nitrophenoxy)prop-1-yn-1-yl)piperidine-1-carboxylic acid tert-butyl ester